O[C@@H]1[C@H](O[C@H]([C@@H]([C@H]1O)O)OC1=C(C=CC=C1)C(\C=C\C1=CC=CC=C1)=O)C(=O)O (2S,3S,4S,5R,6S)-3,4,5-Trihydroxy-6-[2-[(E)-3-phenylprop-2-enoyl]phenoxy]oxane-2-carboxylic acid